C(C)(C)(C)OC(=O)N[C@H](C)C1=CC=C2C(=N1)NC(=C2)C2=NC1=C(N2C2CC2)C=CC(=C1)C(=O)OC(C)C isopropyl (R)-2-(6-(1-((tert-butoxycarbonyl)amino)ethyl)-1H-pyrrolo[2,3-b]pyridin-2-yl)-1-cyclopropyl-1H-benzo[d]imidazole-5-carboxylate